NC1=C(C=C2C(=CC=NC2=C1)OC1=CC=C(C=C1)NC(=O)C1(CC1)C(NC1=CC=C(C=C1)F)=O)C(=O)O 7-Amino-4-[4-[[1-[(4-fluorophenyl)carbamoyl]cyclopropanecarbonyl]amino]phenoxy]quinoline-6-carboxylic acid